C(C=CC)N1N=C2C(N(C(C=C2N2[C@H](CN([C@@H](C2)C)[C@@H](C)C=2C=C3N=C(C=NC3=CC2)C)C)=O)C)=C1 (but-2-en-1-yl)-7-((2S,5R)-2,5-dimethyl-4-((S)-1-(3-methylquinoxalin-6-yl)ethyl)piperazin-1-yl)-4-methyl-2,4-dihydro-5H-pyrazolo[4,3-b]pyridin-5-one